C1(=CC=CC=C1)S(=O)(=O)N1C=C(C=2C1=NC(=CC2)C=2C(=NOC2C)C)C2=NC(=NC=C2C(F)(F)F)N[C@@H]2[C@H](CCC2)NCC(F)F (1S,2S)-N1-[4-[1-(benzenesulfonyl)-6-(3,5-dimethylisoxazol-4-yl)pyrrolo[2,3-b]pyridin-3-yl]-5-(trifluoromethyl)pyrimidin-2-yl]-N2-(2,2-difluoroethyl)cyclopentane-1,2-diamine